ClC1=C(C=2N=C(N=C(C2C(O1)=O)N1C[C@@H]2C[C@H]([C@H](C1)C2)O)SC)C 7-chloro-4-[(1S,5S,6R)-6-hydroxy-3-azabicyclo[3.2.1]octan-3-yl]-8-methyl-2-(methylsulfanyl)pyrano[4,3-d]pyrimidin-5-one